diphenyl-(methoxy)borane tert-butyl-(((1s,4s)-4-(((3-(2,6-bis(benzyloxy)pyridin-3-yl)-1-methyl-1H-indazol-7-yl)amino)methyl)cyclohexyl)methyl)carbamate C(C)(C)(C)N(C(O)=O)CC1CCC(CC1)CNC=1C=CC=C2C(=NN(C12)C)C=1C(=NC(=CC1)OCC1=CC=CC=C1)OCC1=CC=CC=C1.C1(=CC=CC=C1)B(OC)C1=CC=CC=C1